4-amino-N-(4-((3-chloro-2-fluorophenyl)amino)-7-methylquinazolin-8-yl)quinazoline-8-carboxamide NC1=NC=NC2=C(C=CC=C12)C(=O)NC=1C(=CC=C2C(=NC=NC12)NC1=C(C(=CC=C1)Cl)F)C